4-(5-((3-chlorophenyl)amino)pyridine-3-yl)-2-hydroxybenzoic acid ClC=1C=C(C=CC1)NC=1C=C(C=NC1)C1=CC(=C(C(=O)O)C=C1)O